sodium chloride-ethanol salt C(C)O.[Cl-].[Na+]